CC1=C(C=C(C#N)C=C1)S(=O)(=O)N1CCOCC1 4-methyl-3-(morpholinosulfonyl)benzonitrile